1-(2-(2-(((2S,3R,4R,5R,6R)-6-(((tert-butyldiphenylsilyl)oxy)methyl)-3,4,5-trihydroxytetrahydro-2H-pyran-2-yl)thio)propan-2-yl)-6-hydroxybenzofuran-5-yl)ethan-1-one [Si](C1=CC=CC=C1)(C1=CC=CC=C1)(C(C)(C)C)OC[C@@H]1[C@@H]([C@H]([C@H]([C@@H](O1)SC(C)(C)C=1OC2=C(C1)C=C(C(=C2)O)C(C)=O)O)O)O